COC1=CC=C(C=C1)C=CC=O 3-(4-methoxyphenyl)acrolein